N1(CC(C(C(=O)O)O)(O)C(=O)O)C(=O)N(C)C=2N=CN(C)C2C1=O caffeine-tartaric acid